5-(2-methylbenzo[d]thiazol-6-yl)-N-(6-(4-methylpiperazin-1-yl)pyridin-3-yl)-7H-pyrrolo[2,3-d]pyrimidin-2-amine CC=1SC2=C(N1)C=CC(=C2)C2=CNC=1N=C(N=CC12)NC=1C=NC(=CC1)N1CCN(CC1)C